C1(CC1)C=1C(=CC(N2[C@@H](CSC12)C(=O)O)=O)CC1=C(C=CC2=CC=CC=C12)OC (3R)-7-Cyclopropyl-6-[(2-methoxy-1-naphthyl)methyl]-4-oxo-1-thia-3a-aza-3-indancarboxylic acid